N-(3-((methylthio)methyl)phenyl)-7-(trifluoromethyl)quinazolin-2-amine CSCC=1C=C(C=CC1)NC1=NC2=CC(=CC=C2C=N1)C(F)(F)F